[Zn].[Pb].[Cu]=O copper oxide lead-zinc